The molecule is a member of the class of dibenzofurans that is dibenzofuran substituted by methoxy groups at positions 3, 4 and 7 and hydroxy groups at positions 2 and 8. It has a role as a plant metabolite. It is a member of dibenzofurans, an aromatic ether and a polyphenol. It derives from a hydride of a dibenzofuran. COC1=C(C=C2C3=CC(=C(C(=C3OC2=C1)OC)OC)O)O